sodium (7,7-dimethyl-2-oxo-bicyclo[2.2.1]hept-1-yl) methanesulfonate CS(=O)(=O)OC12C(CC(CC1)C2(C)C)=O.[Na]